FC=1C=CC(=NC1OC1=CC(=C(C=C1)C(F)(F)F)OC)N1C(NC(C1=O)(C)C)=O 3-[5-fluoro-6-[3-methoxy-4-(trifluoromethyl)-phenoxy]-2-pyridyl]-5,5-dimethyl-imidazolidine-2,4-dione